1-(tert-butyloxycarbonyl)guanidine C(C)(C)(C)OC(=O)NC(=N)N